C(C)[NH2+]CCC (ethyl)propylazanium